S(OC1=CC=C(C=C1)OCC1=C(C=C(C=C1F)C1=NC=CC=N1)F)(=O)(=O)F 4-((2,6-difluoro-4-(pyrimidin-2-yl)benzyl)oxy)phenyl sulfurofluoridate